FCCCN1CC(C1)OC1=CC=C(S1)[C@H]1N([C@@H](CC2=C1NC1=CC=CC=C21)C)CC(F)(F)F (1S,3R)-1-[5-[1-(3-fluoropropyl)azetidin-3-yl]oxy-2-thienyl]-3-methyl-2-(2,2,2-trifluoroethyl)-1,3,4,9-tetrahydropyrido[3,4-b]indole